2-(β-D-glucopyranosyloxy)-3-(4-methoxybenzyl)-4,6-lutidine [C@@H]1([C@H](O)[C@@H](O)[C@H](O)[C@H](O1)CO)OC1=NC(=CC(=C1CC1=CC=C(C=C1)OC)C)C